COC=1C(=CC(=C(C1)N1CCC(CC1)C1CCN(CC1)CC1CCN(CC1)C(=O)[O-])C=1C=NN(C1)C)[N+](=O)[O-] 4-((1'-(5-methoxy-2-(1-methyl-1H-pyrazol-4-yl)-4-nitrophenyl)-[4,4'-Bipiperidin]-1-yl)methyl)piperidine-1-carboxylate